C(C)(C)(C)OC(=O)N1CC(CCC1)C1=NC(=C(N=C1)O)N 3-(6-amino-5-hydroxypyrazin-2-yl)piperidine-1-carboxylic acid tert-butyl ester